3',4'-dichloro-N-{[(4R)-4-cyclopropyl-2,5-dioxoimidazolidin-4-yl]methyl}[1,1'-biphenyl]-2-carboxamide ClC=1C=C(C=CC1Cl)C=1C(=CC=CC1)C(=O)NC[C@]1(NC(NC1=O)=O)C1CC1